3-oxo-2-(pentenyl)cyclopentanecarboxylic acid O=C1C(C(CC1)C(=O)O)C=CCCC